ClC1=CC(=C(C=C1)CP(=O)(OCC)OCC)F 4-chloro-1-(diethoxyphosphorylmethyl)-2-fluoro-benzene